FC1(C(CNCC1)NC(=O)C1=C(OC2=C1C=C(C=C2)OCC=2C(=NC=CC2)C(F)(F)F)C)F N-(4,4-difluoropiperidin-3-yl)-2-methyl-5-((2-(trifluoromethyl)pyridin-3-yl)methoxy)benzo-furan-3-carboxamide